tert-butyl-5-methoxy-2-vinyl-pyridine 4-[(5-chloro-2-pyridinyl)methylene]piperidine-1-carboxylate ClC=1C=CC(=NC1)C=C1CCN(CC1)C(=O)O.C(C)(C)(C)C=1C(=NC=C(C1)OC)C=C